C(C(C)(C)C)(=O)OC(CC1=CC(=CC=C1)C(C1=CC=CC=C1)=O)=O 2-(3-benzoylphenyl)acetic acid pivalic anhydride